4-(4-fluorophenyl)-6-(hydroxymethyl)-2-(4-methoxybenzyl)pyridazin-3(2H)-one (R)-2-((3-cyanobenzyl)oxy)-3-(octadecyloxy)propyl-dihydrogenphosphate C(#N)C=1C=C(CO[C@@H](COP(=O)(O)O)COCCCCCCCCCCCCCCCCCC)C=CC1.FC1=CC=C(C=C1)C=1C(N(N=C(C1)CO)CC1=CC=C(C=C1)OC)=O